O=C1NC(CCC1N1C(C2=CC=CC(=C2C1=O)NCCCCCCC(=O)N1CCN(CC1)C1=CC=C(C=C1)C1=NNC2=C1N=C(N=C2)C2=C(C=CC=C2OC)F)=O)=O 2-(2,6-dioxopiperidin-3-yl)-4-((7-(4-(4-(5-(2-fluoro-6-methoxyphenyl)-1H-pyrazolo[4,3-d]pyrimidin-3-yl)phenyl)piperazin-1-yl)-7-oxoheptyl)amino)isoindoline-1,3-dione